ClC1=CC(=C2C=C(NC2=C1F)C(=O)N1CCN(CC1)C1=NC=CC=C1OC)C1CCC2(CCN(CC2)C(=O)OC(C)(C)C)CC1 Tert-butyl 9-(6-chloro-7-fluoro-2-(4-(3-methoxypyridin-2-yl)piperazine-1-carbonyl)-1H-indol-4-yl)-3-azaspiro[5.5]undecane-3-carboxylate